6-(7,7-difluoro-2-((2S,3R)-3-hydroxy-2-methylazetidin-1-yl)-6,7-dihydro-5H-cyclopenta[d]pyrimidin-4-yl)-5',5'-dimethyl-2H-spiro[benzofuran-3,4'-oxazolidin]-2'-one FC1(CCC2=C1N=C(N=C2C2=CC1=C(C=C2)C2(NC(OC2(C)C)=O)CO1)N1[C@H]([C@@H](C1)O)C)F